NC=1C=2N(C=CN1)C(=NC2C2=CC=C(C=C2)[C@](C)(C2=CC(=CC=C2)C(F)(F)F)O)[C@H]2CN1[C@@H](CO2)C(OC1=O)C (6R,8aS)-6-(8-amino-1-(4-((R)-1-hydroxy-1-(3-(trifluoromethyl)phenyl)ethyl)phenyl)imidazo[1,5-a]pyrazin-3-yl)-1-methyltetrahydrooxazolo[4,3-c][1,4]oxazin-3(1H)-one